6-Bromo-1-(2-chloro-5,6-difluoroquinazolin-4-yl)-2,3,4,5-tetrahydro-1H-benzo[b]azepine BrC1=CC=CC=2N(CCCCC21)C2=NC(=NC1=CC=C(C(=C21)F)F)Cl